4-[(2-carboxyethyl)amino]-4-oxo-butanoic acid C(=O)(O)CCNC(CCC(=O)O)=O